N-(2,2,2-trifluoroethyl)-4-(2,3-dihydro-2-oxo-1H-benzo[d]imidazol-4-yl)-1H-pyrazole-1-carboxamide FC(CNC(=O)N1N=CC(=C1)C1=CC=CC=2NC(NC21)=O)(F)F